Cl.C(C)OC(=O)C=1N(N=C2C1CN[C@@H](C2)C)CCNCC2=NC=CC=C2.C(C)C2=CC=C(C=C2)OCCC=C(C)C 1-Ethyl-4-((4-methylpent-3-en-1-yl)oxy)benzene ethyl-(R)-6-methyl-2-(2-((pyridin-2-ylmethyl)amino)ethyl)-4,5,6,7-tetrahydro-2H-pyrazolo[4,3-c]pyridine-3-carboxylate HCl